1-cyclopropyl-4-fluorobenzene C1(CC1)C1=CC=C(C=C1)F